di-n-hexyl-4-cyclohexene-1,2-dicarboxylic acid C(CCCCC)C1=C(CC(C(C1)C(=O)O)C(=O)O)CCCCCC